NC1=CC(=NN1C1=CC=CC=C1)C=1N(C=2C=CC=C(C2C1)NC1CCN(CC1)C)CC(F)(F)F 2-(5-amino-1-phenyl-1H-pyrazol-3-yl)-N-(1-methylpiperidin-4-yl)-1-(2,2,2-trifluoroethyl)-1H-indol-4-amine